BrC1=CC=C(C=C1)S(=O)(=O)N[C@H](C(=O)NC=1SC=C(N1)C1=CC=C(C=C1)OC)CC1=CNC2=CC=C(C=C12)C (S)-2-(4-bromophenylsulphonamido)-N-(4-(4-methoxyphenyl)thiazol-2-yl)-3-(5-methyl-1H-indol-3-yl)propanamide